FC1=CC=C(C(=O)N2C(C=3N(CC2)C(=NC3NC(CN(C([O-])=O)C)=O)C3=NC(=NS3)C)C)C=C1 2-((7-(4-fluorobenzoyl)-8-methyl-3-(3-methyl-1,2,4-thiadiazol-5-yl)-5,6,7,8-Tetrahydroimidazo[1,5-a]pyrazin-1-yl)amino)-2-oxoethyl(methyl)carbamate